O=C1NC(CCC1N1C(C2=CC=CC(=C2C1)CCCCCNC(=O)C1=CC=C(C=C1)NC(=O)[C@H]1[C@@H]([C@]2(C(NC3=CC=CC=C23)=O)C2(N1)CCCCC2)C2=CC=CC=C2)=O)=O (3'R,4'R,5'R)-N-(4-((5-(2-(2,6-dioxopiperidin-3-yl)-1-oxoisoindolin-4-yl)pentyl)carbamoyl)phenyl)-2''-oxo-4'-phenyldispiro[cyclohexane-1,2'-pyrrolidine-3',3''-indoline]-5'-carboxamide